5-(2-fluorophenyl)-4-methoxy-1H-pyrrole-3-carbaldehyde FC1=C(C=CC=C1)C1=C(C(=CN1)C=O)OC